C(#N)C=1C(=NC(=CC1C(F)(F)F)C)N1[C@H](C2=CC=CC=C2C1)C(=O)N(C=1C=C(C=CC1)C)C (R)-2-(3-cyano-6-methyl-4-(trifluoromethyl)pyridin-2-yl)-N-methyl-N-(m-tolyl)isoindoline-1-carboxamide